2-hydrazineyl-4,6-bis(trifluoromethyl)pyrimidine N(N)C1=NC(=CC(=N1)C(F)(F)F)C(F)(F)F